C1(CC1)C(=O)N1CCC2(CC1)C(NC1=CC=C(C=C12)C(=O)OC)=O Methyl 1'-(cyclopropanecarbonyl)-2-oxospiro[indoline-3,4'-piperidine]-5-carboxylate